CC=1C=C(CN(C2=C(C=NC3=CC=C(C=C23)C(F)(F)F)[N+](=O)[O-])[C@H]2C[C@H](OCC2)C)C=CC1C N-(3,4-dimethylbenzyl)-N-((2R,4R)-2-methyltetrahydro-2H-pyran-4-yl)-3-nitro-6-(trifluoromethyl)quinolin-4-amine